N-(6-(difluoromethyl)pyridin-2-yl)-6-isopropoxy-2-((1R,4R)-1-methyl-2-oxabicyclo[2.2.1]hept-4-yl)-2H-indazole-5-carboxamide FC(C1=CC=CC(=N1)NC(=O)C1=CC2=CN(N=C2C=C1OC(C)C)[C@]12CO[C@](CC1)(C2)C)F